COC=1C=NC=CC1C(=O)C1=NC=CC=C1 (3-methoxypyridin-4-yl)(pyridin-2-yl)methanone